ethyl (R)-5-(3-(5-(3-hydroxy-1-methyl-2-oxopyrrolidin-3-yl)isoxazol-3-yl)phenyl)-1H-pyrazolo[3,4-c]pyridine-7-carboxylate O[C@@]1(C(N(CC1)C)=O)C1=CC(=NO1)C=1C=C(C=CC1)C=1C=C2C(=C(N1)C(=O)OCC)NN=C2